cumyl-phthalide C(C)(C)(C1=CC=CC=C1)C1OC(=O)C2=CC=CC=C12